((2,3-dihydro-1H-inden-2-yl)(propyl)amino)propan-1-ol C1C(CC2=CC=CC=C12)N(CCC)C(CC)O